3-methyltetradecanal CC(CC=O)CCCCCCCCCCC